O=C1N(C(CC1)=O)C1=C(C(=O)[O-])C=CC(=C1)N(CC1=CC=CC=C1)CC1=CC=CC=C1 2,5-dioxopyrrolidin-1-yl-4-(dibenzylamino)benzoate